6-(4-(((3R,4R)-4-hydroxy-3-(4-methyl-1-oxo-1,3-dihydroisobenzofuran-5-yl)piperidin-1-yl)methyl)-3-methyl-2-oxo-2,3-dihydro-1H-imidazol-1-yl)-4-methoxynicotinonitrile O[C@H]1[C@@H](CN(CC1)CC=1N(C(N(C1)C1=NC=C(C#N)C(=C1)OC)=O)C)C=1C(=C2COC(C2=CC1)=O)C